O=C1N(C2=CC(=CC=C2C12CCNCC2)C2=CC1=C(C(=N2)N2CC(C2)C#N)N(C=N1)C(C)C)C1CC(C1)N1CCCCC1 1-(6-{2-oxo-1-[(1s,3s)-3-(piperidin-1-yl)cyclobutyl]-1,2-dihydrospiro[indole-3,4'-piperidin]-6-yl}-3-(propan-2-yl)-3h-imidazo[4,5-c]pyridin-4-yl)azetidine-3-carbonitrile